2-carboxy-7-((2'-fluoro-[1,1'-biphenyl]-2-yl)oxy)-1,2,3,4-tetrahydronaphthalene C(=O)(O)C1CC2=CC(=CC=C2CC1)OC1=C(C=CC=C1)C1=C(C=CC=C1)F